S(=O)(=O)(O)O.CN1C(=NC=C1)CCCS(=O)(=O)O N-methyl-3-sulfopropyl-imidazole hydrogen sulfate salt